BrC1=CC(=C2CCCC(C2=C1)C(=O)O)OCC1=CC=C(C=C1)OC1CCNCC1 7-bromo-5-((4-(piperidin-4-yloxy)benzyl)oxy)-1,2,3,4-tetrahydronaphthalene-1-carboxylic acid